[Si](C)(C)(C(C)(C)C)OC[C@@H]1N(S(OC1)(=O)=O)C(=O)OC(C)(C)C tert-butyl (4S)-4-{[(tert-butyldimethylsilyl)oxy]methyl}-2,2-dioxo-1,2lambda6,3-oxathiazolidine-3-carboxylate